FC1=CC=C(C=C1)N1C(C=2C(NC=CC2C=C1)=O)=O (4-fluorophenyl)-2,7-naphthyridine-1,8(2H,7H)-dione